C(C)(C)(C)OC(=O)N1[C@H](CC(C[C@H]1C1CC1)=O)C1CC1 cis-2,6-dicyclopropyl-4-oxopiperidine-1-carboxylic acid tert-butyl ester